C(C)(C)(C)C=1N=C(C2=C(N1)N(N=N2)CC2=C(C=CC=C2)CS(=O)(=O)F)N2C[C@H](CC2)O [2-({5-tert-butyl-7-[(3S)-3-hydroxypyrrolidin-1-yl]-3H-[1,2,3]triazolo[4,5-d]pyrimidin-3-yl}methyl)phenyl]methanesulfonyl fluoride